4-[bromo(di-i-propyl)silyl]butanenitrile Br[Si](CCCC#N)(C(C)C)C(C)C